L-methionine sulphate S(=O)(=O)(O)O.N[C@@H](CCSC)C(=O)O